15-(3-(1H-imidazol-2-yl)ureido)pentadecanoic acid N1C(=NC=C1)NC(NCCCCCCCCCCCCCCC(=O)O)=O